FC1([C@H]([C@@H]([C@@H]2[C@H](OC([C@@]2(C1)O)=O)C)\C=C\C1=CC=C(C=N1)C=1C(=NC=CC1)C1=CC=CC=C1)C)F (3R,3aR,4R,5S,7aS)-6,6-difluoro-7a-hydroxy-3,5-dimethyl-4-((E)-2-(2'-phenyl-[3,3'-bipyridin]-6-yl)vinyl)hexahydroisobenzofuran-1(3H)-one